2-(Dimethylamino)ethyl (5-(7-fluoro-4-oxo-3,4-dihydrophthalazin-1-yl)-1H-benzimidazol-2-yl)carbamate FC1=CC=C2C(NN=C(C2=C1)C1=CC2=C(NC(=N2)NC(OCCN(C)C)=O)C=C1)=O